CS(=O)(=O)C1=CC=C(C=C1)C1=NN2C=NC=3C=CC=CC3C2=N1 2-[4-(methanesulfonyl)phenyl][1,2,4]triazolo[1,5-c]quinazolin